5-cyano-1-(1-methylindazol-6-yl)-4-oxo-cinnoline-3-carboxylic acid C(#N)C1=C2C(C(=NN(C2=CC=C1)C1=CC=C2C=NN(C2=C1)C)C(=O)O)=O